(5-(2-nitrophenyl)-2-(4-(trifluoromethoxy)phenyl)Azol-4-yl)methanone phospholinate P1(C=CCC1)C(=O)O.[N+](=O)([O-])C1=C(C=CC=C1)C1=C(C=C(N1)C1=CC=C(C=C1)OC(F)(F)F)C=O